(S)-6-(4-fluoro-3-methoxyphenyl)-3-methyl-2,3,4,5-tetrahydropyridine FC1=C(C=C(C=C1)C=1CC[C@@H](CN1)C)OC